(1R,6R)-2',6'-diacetoxy-4'-butyl-6-(prop-1-en-2-yl)-1,4,5,6-tetrahydro-[1,1'-biphenyl] C(C)(=O)OC1=C(C(=CC(=C1)CCCC)OC(C)=O)[C@@H]1C=CCC[C@H]1C(=C)C